C1(CC1)C1=C(CNC2=NN(C=C2C(C)NC2CCN(CC2)C2=C(C=CC=C2C)F)C)C=CC=C1 {1-[3-(2-Cyclopropyl-benzylamino)-1-methyl-1H-pyrazol-4-yl]-ethyl}-[1-(2-fluoro-6-methyl-phenyl)-piperidin-4-yl]-amine